C(C)N1N=C(N=C1C1CCC(CC1)=O)C=1C=NC(=CC1)C(F)(F)F 4-(1-Ethyl-3-(6-(trifluoromethyl)pyridin-3-yl)-1H-1,2,4-triazol-5-yl)cyclohexan-1-one